6-(4-amino-4-methylpiperidin-1-yl)-5-methyl-3-(thiophen-3-ylethynyl)-1,5-dihydro-4H-pyrazolo[3,4-d]pyrimidin-4-one NC1(CCN(CC1)C=1N(C(C2=C(N1)NN=C2C#CC2=CSC=C2)=O)C)C